N[C@@H](CC1=CC=CC=C1)C(=O)N([C@@H](CCCNC(N)=N)C(=O)O)C(C1NCCCC1)=O phenylalanyl-pipecolyl-arginine